C(#N)C=1C=C(C=C2CCCC(C12)=O)F 8-cyano-6-fluoro-1,2,3,4-tetrahydronaphthalen-1-one